tert-Butyl (2S,3S)-2-methyl-3-(4-(propan-2-yl-1,1,1,3,3,3-d6)piperazin-1-yl)pyrrolidine-1-carboxylate C[C@@H]1N(CC[C@@H]1N1CCN(CC1)C(C([2H])([2H])[2H])C([2H])([2H])[2H])C(=O)OC(C)(C)C